tert-Butyl 3-((1-(5-bromopyridin-2-yl)-2,2,2-trifluoroethyl)(methyl)carbamoyl)azetidine-1-carboxylate BrC=1C=CC(=NC1)C(C(F)(F)F)N(C(=O)C1CN(C1)C(=O)OC(C)(C)C)C